ClC=1C=C(C=CC1Cl)C=1N=C(SC1SC(C)C)N1N=C(C(=C1C(=O)O)C1=CC(=CC=C1)CN(C)C)C 1-(4-(3,4-dichlorophenyl)-5-(isopropylthio)thiazol-2-yl)-4-(3-((dimethylamino)methyl)phenyl)-3-methyl-1H-pyrazole-5-carboxylic acid